1-(4-{[2-(3-{[4-methanesulfonyl-2-(trifluoromethoxy)phenyl]amino}prop-1-yn-1-yl)-1-(2,2,2-trifluoroethyl)-1H-indol-4-yl]amino}piperidin-1-yl)-3-methoxypropan-2-ol CS(=O)(=O)C1=CC(=C(C=C1)NCC#CC=1N(C2=CC=CC(=C2C1)NC1CCN(CC1)CC(COC)O)CC(F)(F)F)OC(F)(F)F